FC1=CC2=C(N(C=N2)C2=CC=C(C=C2)NC(=O)N2N=C(C=C2N)C(C)(C)C)C=C1 5-amino-3-tert-butyl-pyrazole-1-carboxylic acid [4-(5-fluoro-benzoimidazol-1-yl)-phenyl]-amide